(Z)-ethyl (((3-chlorophenyl)amino)((2-oxoethyl)thio)methylene)carbamate ClC=1C=C(C=CC1)N/C(/SCC=O)=N/C(OCC)=O